O=C1N(CC2=CC(=CC=C12)C1=NC=CC(=C1)CN1C[C@@H]2[C@H](C1)COC2)[C@@H]2C(NC(CC2)=O)=O (S)-3-(1-oxo-5-(4-(((3aR,6aS)-tetrahydro-1H-furo[3,4-c]pyrrol-5(3H)-yl)methyl)pyridin-2-yl)isoindolin-2-yl)piperidine-2,6-dione